(3-aminopyrrolidin-1-yl)methanone NC1CN(CC1)C=O